((3S,5R)-3,5-dimethylpiperazin-1-yl)-2-(8-fluoro-2-methylimidazo[1,2-a]pyridin-6-yl)-4H-pyrido[1,2-a][1,3,5]triazin-4-one hydrochloride Cl.C[C@H]1CN(C[C@H](N1)C)C1=CC=CC=2N1C(N=C(N2)C=2C=C(C=1N(C2)C=C(N1)C)F)=O